C1(=CC=CC=C1)SC[C@@H]1N=C(OC1)N (R)-4-phenylsulfanylmethyl-4,5-dihydro-oxazol-2-ylamine